C(#N)C1=CC=C(C2=C1OC(O2)(F)F)NC(C(C)(C)N2N=CC(=C2)C#CC2CN(C2)C=2C=C1C(N(C(C1=CC2)=O)C2C(NC(CC2)=O)=O)=O)=O N-(7-cyano-2,2-difluorobenzo[d][1,3]dioxol-4-yl)-2-(4-((1-(2-(2,6-dioxopiperidin-3-yl)-1,3-dioxoisoindolin-5-yl)azetidin-3-yl)ethynyl)-1H-pyrazol-1-yl)-2-methylpropanamide